(2S)-2-((tert-butoxycarbonyl)amino)-3-(2-oxo-1,2,3,4-tetrahydroquinolin-3-yl)propanoic acid C(C)(C)(C)OC(=O)N[C@H](C(=O)O)CC1C(NC2=CC=CC=C2C1)=O